3-((4-chloro-6-(methylamino)-1,3,5-triazin-2-yl)amino)-4-((2-chlorophenyl)amino)butan-1-ol ClC1=NC(=NC(=N1)NC)NC(CCO)CNC1=C(C=CC=C1)Cl